5-(3,4-dimethoxyphenyl)imidazolebenzyl alcohol COC=1C=C(C=CC1OC)C1=CN=C(N1)C1=CC=CC=C1CO